FC(C1CC1)(F)F 1-trifluoromethylcyclopropane